Tert-butyl (R)-2-(((5-bromo-1-methyl-1H-pyrazol-4-yl)oxy)methyl)azetidine-1-carboxylate BrC1=C(C=NN1C)OC[C@@H]1N(CC1)C(=O)OC(C)(C)C